OCCCC[C@@H](C)OC1=NC(=CC=C1S[C@H]1[C@H](CCC1)C(=O)OC)C |&1:15,16| methyl (1RS,2RS)-2-((2-(((R)-6-hydroxyhexan-2-yl)oxy)-6-methylpyridin-3-yl)thio)cyclopentane-1-carboxylate